rac-(R)-6-(1-methoxyethyl)quinoline-4-carboxylic acid CO[C@H](C)C=1C=C2C(=CC=NC2=CC1)C(=O)O |r|